1-propenyl-3-(phenylthio)quinoxalin C(=CC)N1CC(=NC2=CC=CC=C12)SC1=CC=CC=C1